C1(=CC=CC=C1)C1=CC=C(O[Al+2])C=C1 (4-phenylphenoxy)aluminum (III)